COC(=O)C1=CC(=NC=C1[N+](=O)[O-])OC1CC2CCC(C1)N2C(=O)OC(C)(C)C tert-Butyl endo-3-((4-(methoxycarbonyl)-5-nitropyridin-2-yl)oxy)-8-azabicyclo[3.2.1]octane-8-carboxylate